C(=O)(O)[C@H]1[C@H](C1)COC=1C(=C2CCCC2=C(C1)OCC=1C(=C(C=CC1)C1=CC=CC=C1)C)CN1[C@@H](CCCC1)C(=O)O (S)-1-((5-(((1S,2R)-2-carboxycyclopropyl)methoxy)-7-((2-methyl-[1,1'-biphenyl]-3-yl)methoxy)-2,3-dihydro-1H-inden-4-yl)methyl)piperidine-2-carboxylic acid